2-[1-[2-(4-Methoxycarbonylpiperazin-1-yl)-6-methyl-4-oxo-chromen-8-yl]ethylamino]benzoic acid COC(=O)N1CCN(CC1)C=1OC2=C(C=C(C=C2C(C1)=O)C)C(C)NC1=C(C(=O)O)C=CC=C1